N-[5-(difluoromethoxy)-4,6-dimethoxy-pyrimidin-2-yl]-5-(4-methylthiazol-2-yl)-1H-pyrrole-3-sulfonamide FC(OC=1C(=NC(=NC1OC)NS(=O)(=O)C1=CNC(=C1)C=1SC=C(N1)C)OC)F